FC(C1=CC=C(C=C1)CC=1C=2N(C=CC1)N=CC2C(=O)NC2CC1(CC(C1)C(=O)O)C2)(F)F 6-[[4-[[4-(trifluoromethyl)phenyl]methyl]pyrazolo[1,5-a]pyridine-3-carbonyl]amino]spiro[3.3]heptane-2-carboxylic acid